4-[(2R)-1-hydroxypropane-2-sulfonylamino]benzamide OC[C@@H](C)S(=O)(=O)NC1=CC=C(C(=O)N)C=C1